FC1=CC=C(C=C1)N1C(C(=CC(=C1C)C(=C)C)C(=O)OC)=O Methyl 1-(4-fluorophenyl)-6-methyl-2-oxo-5-(prop-1-en-2-yl)-1,2-dihydropyridine-3-carboxylate